FC1(C2CCN(CC12)C1=CC(=NC=N1)C1=CN=C2N1N=C(C=C2)C(F)F)F 3-(6-(7,7-difluoro-3-azabicyclo[4.1.0]heptan-3-yl)pyrimidin-4-yl)-6-(difluoromethyl)imidazo[1,2-b]pyridazin